rel-2-Methoxy-5-[[2-[(2S,5R)-5-methyl-2-(4-thiazol-2-ylphenyl)-1-piperidyl]-2-oxo-acetyl]amino]pyridine-3-carboxamide COC1=NC=C(C=C1C(=O)N)NC(C(=O)N1[C@@H](CC[C@H](C1)C)C1=CC=C(C=C1)C=1SC=CN1)=O |o1:16,19|